SCC(O)CO 1-thio-glycerol